ICC(=O)NCCNC1=C2C=CC=C(C2=CC=C1)S(=O)(=O)O 5-((((2-iodoacetyl)amino)ethyl)amino)naphthalene-1-sulfonic acid